4-chloro-2-trifluoroacetyl-aniline hydrate hydrochloride Cl.O.ClC1=CC(=C(N)C=C1)C(C(F)(F)F)=O